boron difluorohydrazine FNNF.[B]